C(C)(C)(C)C1CCC(CC1)/C(/C(=O)O)=C\C(=O)O.C(\C=C\C(=O)O)(=O)OC1CCCCC1 cyclohexyl fumarate (4-tert-butylcyclohexyl)fumarate